amyl caproate C(CCCCC)(=O)OCCCCC